NC1=NC2=C(C=3N1N=C(N3)C=3OC=CC3)C=NN2[C@](C(=O)N[C@H]2[C@H](CCC2)O)(C)C2=CC=CC=C2 (R)-2-(5-amino-2-(furan-2-yl)-7H-pyrazolo[4,3-e][1,2,4]triazolo[1,5-c]pyrimidin-7-yl)-N-((1R,2S)-2-hydroxycyclopentyl)-2-phenylpropanamide